ClC1=NC2=CC=CC=C2C(=C1[N+](=O)[O-])NCC1=CC(=CC=C1)CN1CCOCC1 2-chloro-N-(3-(morpholinylmethyl)benzyl)-3-nitroquinolin-4-amine